FC(C1=CC(=NO1)/C=C/C1CN(C1)C(C=C)=O)(F)F 1-{3-[(E)-2-[5-(trifluoromethyl)-1,2-oxazol-3-yl]vinyl]azetidin-1-yl}prop-2-en-1-one